COC1=CC=C(C=C1)N1N=C(NC1=O)[C@@H]1CN(CCC1)CCC1CCOCC1 (s)-2-(4-methoxyphenyl)-5-(1-(2-(tetrahydro-2H-pyran-4-yl)ethyl)piperidin-3-yl)-2,4-dihydro-3H-1,2,4-triazol-3-one